2-[2-[[8-(methylamino)-5-(6-morpholino-[1,2,4]triazolo[1,5-a]pyridin-2-yl)-2,7-naphthyridin-3-yl]amino]-4-pyridyl]propan CNC=1N=CC(=C2C=C(N=CC12)NC1=NC=CC(=C1)C(C)C)C1=NN2C(C=CC(=C2)N2CCOCC2)=N1